(5Z)-2-Amino-5-[[5-(2-nitrophenyl)-2-furanyl]methylene]-4(5H)-thiazolone NC=1S\C(\C(N1)=O)=C/C=1OC(=CC1)C1=C(C=CC=C1)[N+](=O)[O-]